O=C1N(C(C2=CC=CC=C12)=O)C(C(CC1=CC(=NC=N1)C(=O)N)=O)C 6-[3-(1,3-dioxoisoindolin-2-yl)-2-oxo-butyl]pyrimidine-4-carboxamide